OCC1=C(C=CC=C1)NC1=C(C#N)C=CC=C1 2-{[2-(hydroxymethyl)phenyl]amino}benzonitrile